CN1N=CC(=C1)C 2,4-dimethylpyrazole